C(C)OC(=O)[C@H]1CN(CCC1)C=1C=C(OC2(CCCC2)C(=O)N2CCN(CC2)C(=O)OC(C)(C)C)C=CC1 tert-butyl (R)-4-(1-(3-(3-(ethoxycarbonyl)piperidin-1-yl)phenoxy)cyclopentane-1-carbonyl)piperazine-1-carboxylate